5-{4-[2-(5-ethyl-2-pyridinyl)-ethoxy]-benzyl}-2-imino-4-thiazolidinone C(C)C=1C=CC(=NC1)CCOC1=CC=C(CC2C(NC(S2)=N)=O)C=C1